N-(2,2-di-ethoxyethyl)-4-methylthiophene-2-carboxamide C(C)OC(CNC(=O)C=1SC=C(C1)C)OCC